N-(2-((4-(3-methoxyphenyl)thiazol-2-yl)amino)-2-oxoethyl)-1-(methylsulfonyl)-1H-pyrrole-3-carboxamide COC=1C=C(C=CC1)C=1N=C(SC1)NC(CNC(=O)C1=CN(C=C1)S(=O)(=O)C)=O